N[C@H]1CN(CCC1)C(=O)C=1C=CC=2N(C1)N=C(C2C)C=2N(C1=C(C=C(C=C1C2)F)C2CCN(CC2)C(=O)C2CCC(CC2)O)CC2CC2 ((R)-3-aminopiperidin-1-yl)(2-(1-(cyclopropylmethyl)-5-fluoro-7-(1-((1R,4R)-4-hydroxycyclohexane-1-carbonyl)piperidin-4-yl)-1H-indol-2-yl)-3-methylpyrazolo[1,5-a]pyridin-6-yl)methanone